CC(=O)N[C@@H](CC1=CNC2=CC=CC=C21)C(=O)O N-Acetyl-L-Tryptophan